(2Z)-2-{[7-amino-4-(4-amino-3,5-dichlorophenyl)-1-oxo-2,3-dihydro-1H-isoindol-2-yl]methyl}-3-(1-methyl-1H-pyrazol-4-yl)prop-2-enenitrile NC=1C=CC(=C2CN(C(C12)=O)C/C(/C#N)=C/C=1C=NN(C1)C)C1=CC(=C(C(=C1)Cl)N)Cl